Methyl 4-chloro-2-(1-(3-(thiazol-2-yl)propanoyl)-1,2,5,6-tetrahydropyridin-3-yl)benzo[d]thiazole-6-carboxylate ClC1=CC(=CC2=C1N=C(S2)C=2CN(CCC2)C(CCC=2SC=CN2)=O)C(=O)OC